SCCCCCCS 1,6-dimercaptohexane